5-(pyrido[2,3-b]pyrazin-7-yl)-N-((1-(trifluoromethyl)cyclopropyl)methyl)pyrrolo[2,1-f][1,2,4]triazin-2-amine compound with methane C.N1=C2C(=NC=C1)N=CC(=C2)C=2C=CN1N=C(N=CC12)NCC1(CC1)C(F)(F)F